((7R)-7-amino-2-azabicyclo[2.2.1]hept-2-yl)(2-(1-(cyclopropylmethyl)-6-(4-fluoro-3-hydroxyphenyl)-1H-pyrrolo[2,3-b]pyridin-2-yl)-3-methylpyrazolo[1,5-a]pyridin-6-yl)methanone N[C@H]1C2N(CC1CC2)C(=O)C=2C=CC=1N(C2)N=C(C1C)C1=CC=2C(=NC(=CC2)C2=CC(=C(C=C2)F)O)N1CC1CC1